(R)-6-chloro-3-((1-(2-cyano-7-methyl-3-(4-(5-(trifluoromethyl)pyridin-2-yl)piperazin-1-yl)quinoxalin-5-yl)ethyl)amino)picolinic acid ClC1=CC=C(C(=N1)C(=O)O)N[C@H](C)C1=C2N=C(C(=NC2=CC(=C1)C)C#N)N1CCN(CC1)C1=NC=C(C=C1)C(F)(F)F